tert-butyl (4-((tert-butylsulfinyl)amino)-4-(trifluoromethyl)cyclohexyl)carbamate C(C)(C)(C)S(=O)NC1(CCC(CC1)NC(OC(C)(C)C)=O)C(F)(F)F